C(C)(=O)ON=CC1=CC=2C(C3=CC=CC=C3SC2C=C1)=O 2-(acetoxyiminomethyl)thioxanthen-9-one